4-(1,4-dioxane-2-yl)quinoline O1C(COCC1)C1=CC=NC2=CC=CC=C12